COC(=O)C1=CC2=C(N3C(=N2)COCC3)C(=C1)Br 6-bromo-3,4-dihydro-1H-[1,4]oxazino[4,3-a]benzimidazole-8-carboxylic acid methyl ester